N1=CC=C(C=C1)C1=CN=CN1 5-(4-pyridyl)-1H-imidazole